4-((R)-2-azidobutan-2-yl)-6-chloro-1-(((R)-4-((S)-methylsulfinyl)butan-2-yl)oxy)-2,7-naphthyridine N(=[N+]=[N-])[C@](C)(CC)C1=CN=C(C2=CN=C(C=C12)Cl)O[C@H](C)CC[S@@](=O)C